4,4'-bis[N-phenyl-N-(3''-methylphenyl)amino]biphenyl C1(=CC=CC=C1)N(C1=CC(=CC=C1)C)C1=CC=C(C=C1)C1=CC=C(C=C1)N(C1=CC=CC=C1)C1=CC(=CC=C1)C